(5-menthylcarbonyloxy) decanoate C(CCCCCCCCC)(=O)OOC(=O)C1C(CCC(C1)C)C(C)C